2-[2-(aminomethyl)-3,3-difluoro-allyl]-4-(6-bromo-5-methyl-3-pyridinyl)-1,2,4-triazol-3-one NCC(CN1N=CN(C1=O)C=1C=NC(=C(C1)C)Br)=C(F)F